ClC=1C=C(CN2C[C@@H](OCC2)CNC(CSC=2SC=C(N2)C2=CC=NC=C2)=O)C=CC1Cl (2S)-N-{[4-(3,4-dichlorobenzyl)morpholin-2-yl]methyl}-[4-(pyridin-4-yl)thiazol-2-ylthio]acetamide